FC1=CC(=CC2=C1N=C1N2C(CC1)(C)C)B1OC(C(O1)(C)C)(C)C 5-Fluoro-1,1-dimethyl-7-(4,4,5,5-tetramethyl-1,3,2-dioxaborolan-2-yl)-2,3-dihydro-1H-benzo[d]pyrrolo[1,2-a]imidazole